N-[6-(1-Methyl-piperidine-4-carbonyl)-pyridin-2-yl]-2-phenoxy-nicotinamide CN1CCC(CC1)C(=O)C1=CC=CC(=N1)NC(C1=C(N=CC=C1)OC1=CC=CC=C1)=O